C(C1=CC=CC=C1)N1N=NC(=C1)CCCCF 1-benzyl-4-(4-fluorobutyl)-1H-1,2,3-triazole